methyl 3-(3-(5-Aminopyridin-2-yl) phenyl)-2,2-dimethylpropionate NC=1C=CC(=NC1)C=1C=C(C=CC1)CC(C(=O)OC)(C)C